C(C)(C)(C)C=1C(=C(C=CC1)O)I (tert-butyl)-2-iodophenol